C(C)(C)(C)OC(=O)N1C[C@@H](N(CC1)C(=O)C1=NC(=C(C=C1F)Br)OC([2H])([2H])[2H])CO (3R)-4-{5-bromo-3-fluoro-6-[(2H3)methyloxy]pyridine-2-carbonyl}-3-(hydroxymethyl)piperazine-1-carboxylic acid tert-butyl ester